(R)-N-(4-((4-methoxy-1-methyl-5-(2,2,2-trifluoro-1-hydroxyethyl)-1H-indazol-3-yl)amino)-5-(propanoyl-3,3,3-d3)pyridin-2-yl)cyclopropanecarboxamide COC1=C2C(=NN(C2=CC=C1[C@H](C(F)(F)F)O)C)NC1=CC(=NC=C1C(CC([2H])([2H])[2H])=O)NC(=O)C1CC1